N(C1=CC=CC=C1)C1=NC(=NC=C1Br)NC1=CC=C(OC[C@H](CN(C)C)O)C=C1 (2S)-1-{4-[(4-Anilino-5-bromo-2-pyrimidinyl)amino]phenoxy}-3-(dimethylamino)-2-propanol